1-((6-chloropyridin-3-yl)sulfonyl)-4-(4-(trifluoromethyl)pyridin-2-yl)piperazine ClC1=CC=C(C=N1)S(=O)(=O)N1CCN(CC1)C1=NC=CC(=C1)C(F)(F)F